1,2,4,5-tetraaminobenzene hydrochloride Cl.NC1=C(C=C(C(=C1)N)N)N